bromo-7'-fluoro-3'-methyl-spiro[cyclobutane-1,1'-pyrrolo[2,3-C]quinolin]-2'(3'H)-one BrC1=NC=2C=C(C=CC2C2=C1N(C(C21CCC1)=O)C)F